19-bromo-4,6,8,10,12,14,16-heptamethylnonadecyl methoxymethyl ether COCOCCCC(CC(CC(CC(CC(CC(CC(CCCBr)C)C)C)C)C)C)C